1-(2,4-Dimethoxyphenyl)-3-(3-hydroxyphenyl)prop-2-en COC1=C(C=CC(=C1)OC)CC=CC1=CC(=CC=C1)O